FC(OC1=C(C(=O)OC)C=CC(=C1)I)F Methyl 2-(difluoromethoxy)-4-iodobenzoate